O1C=C(C=C1)CN1CC(N(C(C1)=O)C1CC2(C1)CCN(CC2)C(=O)OC(C)(C)C)C2=C(C=CC=C2)C(C)C tert-butyl 2-(4-(furan-3-ylmethyl)-2-(2-isopropylphenyl)-6-oxopiperazin-1-yl)-7-azaspiro[3.5]nonane-7-carboxylate